6-(methylsulfonyl)imidazo[1,2-b]pyridazine-2-carbaldehyde CS(=O)(=O)C=1C=CC=2N(N1)C=C(N2)C=O